OC(CCCCCCC=O)CCCCCCC=O 8-hydroxypentadecanedial